C1CN(CCC12CCNCC2)C2CCC(CC2)N2N=C1C=C(C(=CC1=C2)NC(C2=NC(=CC=C2)C(F)(F)F)=O)OC N-(2-((1s,4s)-4-(3,9-diazaspiro[5.5]undecan-3-yl)cyclohexyl)-6-methoxy-2H-Indazol-5-yl)-6-(trifluoromethyl)picolinamide